BrC1=NC=C(C=C1)OC1CCN(CC1)CC(F)(F)F 2-bromo-5-((1-(2,2,2-trifluoroethyl)piperidin-4-yl)oxy)pyridine